N4-(5-cyclopropyl-1H-pyrazol-3-yl)-N2-(piperidin-4-yl)pyrimidine-2,4-diamine C1(CC1)C1=CC(=NN1)NC1=NC(=NC=C1)NC1CCNCC1